N1(CCNCCC1)C(=O)N 1,4-diazepan-1-carboxamide